3-(2-cyclopropyl-6-(trifluoromethyl)pyridin-4-yl)-1H-1,2,4-triazole C1(CC1)C1=NC(=CC(=C1)C1=NNC=N1)C(F)(F)F